3-(2-chloro-6-fluorobenzyl)-4-[2-(piperidin-1-yl)ethyl]-1,2,4-oxadiazol-5(4H)-one ClC1=C(CC2=NOC(N2CCN2CCCCC2)=O)C(=CC=C1)F